Benzyl 8-fluoro-6-hydroxy-3,4-dihydro-1H-isoquinoline-2-carboxylate FC=1C=C(C=C2CCN(CC12)C(=O)OCC1=CC=CC=C1)O